COC1=CC=C(C=C1)COCC1(COC1)CC 4-methoxy-[1-(3-ethyl-3-oxetylmethoxy)methyl]benzene